N-allyl-N-({4-[5-(trifluoromethyl)-1,2,4-oxadiazol-3-yl]phenyl}methyl)propanamide C(C=C)N(C(CC)=O)CC1=CC=C(C=C1)C1=NOC(=N1)C(F)(F)F